N4-[6-(6-methyl-2-pyridyl)-1H-pyrrolo[2,3-b]pyridin-4-yl]-N2-(4-morpholinophenyl)pyrimidine-2,4-diamine CC1=CC=CC(=N1)C1=CC(=C2C(=N1)NC=C2)NC2=NC(=NC=C2)NC2=CC=C(C=C2)N2CCOCC2